C(C)(C)(C)OC(=O)N1[C@@H](C[C@H](C1)F)C(N[C@H](C)[C@@H]1C(C1)(Cl)Cl)=O.COC=1C=C(C=CC1OC)CCNC(=O)C1CCC1 N-[2-(3,4-dimethoxyphenyl)ethyl]cyclobutanecarboxamide tert-Butyl-(2S,4R)-2-(((R)-1-((R)-2,2-dichlorocyclopropyl)ethyl)carbamoyl)-4-fluoropyrrolidine-1-carboxylate